4-(6-(3-Morpholinopropoxy)pyrazolo[1,5-a]pyridin-3-yl)piperazine-1-carboxylic acid tert-butyl ester C(C)(C)(C)OC(=O)N1CCN(CC1)C=1C=NN2C1C=CC(=C2)OCCCN2CCOCC2